CN1N=C(C(=C1)C=1C=C(C=CC1)C1(C=2C(NC=3C(C(CC(C13)=O)(C)C)F)=NNC2)CC)C 4-(3-(1,3-dimethyl-1H-pyrazol-4-yl)phenyl)-4-ethyl-8-fluoro-7,7-dimethyl-2,4,6,7,8,9-hexahydro-5H-pyrazolo[3,4-b]quinolin-5-one